CN1C=NC(=C1)C=1C=C2CN(C(C2=CC1)=O)C(CCC(=O)OC(C)(C)C)C(NC1=CC=C(C=C1)C(F)(F)F)=O tert-Butyl 4-(5-(1-methyl-1H-imidazol-4-yl)-1-oxoisoindolin-2-yl)-5-oxo-5-((4-(trifluoromethyl)phenyl)amino)pentanoate